C[C@@H]1N(C[C@@H](C(C1)N(C1=CC(=CC=C1)C(F)(F)F)C)C)C1=CC(N(C=2C=CC(=NC12)C#N)C)=O 8-((2S,5S)-2,5-Dimethyl-4-(methyl(3-(trifluoromethyl)phenyl)amino)piperidin-1-yl)-5-methyl-6-oxo-5,6-dihydro-1,5-naphthyridin-2-carbonitril